5-(3-furoyl)amino-3-(octahydro-2H-quinolizin-2-yl)pyrrolo[3,2-b]pyridine O1C=C(C=C1)C(=O)NC1=CC=C2C(=N1)C(=CN2)C2CC1CCCCN1CC2